3',5'-Dibromo-4'-hydroxyacetophenone BrC=1C=C(C=C(C1O)Br)C(C)=O